tert-butyl 4-((6-((4-(methylsulfonyl)phenyl)amino)-2H-pyrazolo[3,4-d]pyrimidin-2-yl)methyl)piperidine-1-carboxylate CS(=O)(=O)C1=CC=C(C=C1)NC=1N=CC=2C(N1)=NN(C2)CC2CCN(CC2)C(=O)OC(C)(C)C